Di(phenyl)[(phenyl)di(methyl)indoloCarbazolyl]triazine C1(=CC=CC=C1)C1=C(C(=NN=N1)C1=C2C(=C(C(=C1C)C)C1=CC=CC=C1)N=C1C=CC3=C4C=CC=CC4=NC3=C12)C1=CC=CC=C1